FC=1C=C(C=CC1OC1=CC=NC2=CC(=C(N=C12)OC)C)NC(=O)C1=C(N=C(N(C1=O)C1=CC=C(C=C1)F)C)C N-[3-fluoro-4-[(6-methoxy-7-methyl-1,5-naphthyridin-4-yl)oxy]phenyl]-1-(4-fluorophenyl)-2,4-dimethyl-6-oxopyrimidine-5-carboxamide